5-(4-(5-((8-Methyl-6-(2-methyl-5-(3-(trifluoromethyl)benzamido)phenyl)-7-oxo-5,6,7,8-tetrahydropyrimido[4,5-d]pyrimidin-2-yl)amino)pyridin-2-yl)piperazin-1-yl)pentanoic acid CN1C(N(CC2=C1N=C(N=C2)NC=2C=CC(=NC2)N2CCN(CC2)CCCCC(=O)O)C2=C(C=CC(=C2)NC(C2=CC(=CC=C2)C(F)(F)F)=O)C)=O